O=C1C=CNC=2N1N=CN2 7-oxo-4,7-dihydro-[1,2,4]triazolo[1,5-a]pyrimidin